FC1=CC=C(C=C1)C1=C(C=C2CNC(C2=C1)=O)C=1CN(CC1)C(=O)OC(C)(C)C tert-Butyl 3-(6-(4-fluorophenyl)-1-oxoisoindolin-5-yl)-2,5-dihydro-1H-pyrrole-1-carboxylate